Z-2-bromo-1,3,3-trifluoropropene Br\C(=C/F)\C(F)F